4-[3-amino-6-[(1-methylcyclopropyl)sulfamoyl]imidazo[1,2-a]pyridin-8-yl]-N,N-dimethyl-piperazine-1-carboxamide NC1=CN=C2N1C=C(C=C2N2CCN(CC2)C(=O)N(C)C)S(NC2(CC2)C)(=O)=O